C1(CC1)C=1OC(=CC1C(=O)O)C1=CC=2N(C=C1)N=CC2C=2C(=NOC2C)C 2-cyclopropyl-5-[3-(3,5-dimethylisoxazol-4-yl)pyrazolo[1,5-a]pyridin-5-yl]furan-3-carboxylic acid